ethyl 6-{4-[(tert-butoxy)carbonyl]piperazin-1-yl}isoquinoline-3-carboxylate C(C)(C)(C)OC(=O)N1CCN(CC1)C=1C=C2C=C(N=CC2=CC1)C(=O)OCC